C(C1=CC=CC=C1)OC=1C=C2CCC3(C(C2=CC1)(O)C1=CC=C(C=C1)N1CCC(CC1)C(OC)OC)CCC1=CC=CC=C13 6'-(benzyloxy)-1'-(4-(4-(dimethoxymethyl)piperidin-1-yl)phenyl)-2,3,3',4'-tetrahydro-1'H-spiro[indene-1,2'-naphthalen]-1'-ol